C(C1=CC=CC=C1)(=O)OCCN(C)C1=C(C=C(C(=C1)OC)NC1=NC=CC(=N1)C1=CN(C2=NC=CC=C21)C)NC(C=C)=O 2-((2-acrylamido-5-methoxy-4-((4-(1-methyl-1H-pyrrolo[2,3-b]pyridin-3-yl)pyrimidin-2-yl)amino)phenyl)(methyl)amino)ethyl benzoate